COC(=O)C1CCN(CC1)S(=O)(=O)NCCC1=CN(C2=CC(=CC=C12)C)C 1-[[[2-(1,6-dimethyl-1H-indol-3-yl)ethyl]amino]sulfonyl]-4-Piperidinecarboxylic acid methyl ester